paraTosyl chloride C1([C@H](O)C[C@H](O)[C@H](O1)C)Cl